1-(6-(((1S,3S)-3-((7-fluoro-[1,2,4]triazolo[1,5-a]pyridin-2-yl)amino)cyclopentyl)amino)pyridin-3-yl)piperidin-2-one FC1=CC=2N(C=C1)N=C(N2)N[C@@H]2C[C@H](CC2)NC2=CC=C(C=N2)N2C(CCCC2)=O